N1=C(C=CC=C1)C1(CC1)CNC(=O)C=1C=2C[C@@H]3[C@H](C2N(N1)C1=C(C=C(C=C1)F)F)C3 (1aR,5aR)-2-(2,4-Difluoro-phenyl)-1a,2,5,5a-tetrahydro-1H-2,3-diaza-cyclopropa[a]pentalene-4-carboxylic acid (1-pyridin-2-yl-cyclopropylmethyl)-amide